ClC1=C(C=CC=C1F)[C@H]1[C@H]2C([C@H]2CN1)(F)F (1S,2R,5R)-2-(2-Chloro-3-fluorophenyl)-6,6-difluoro-3-azabicyclo[3.1.0]hexane